Cl.OC1=CC=C(C=C1)S(=O)(=O)N 4-hydroxybenzenesulfonamide hydrochloride